CC1=NOC(=C1C(C(=O)Cl)C(=O)Cl)C 2-(3,5-dimethylisoxazol-4-yl)malonyl chloride